C(#N)CC1(CC1)CN1C=NC2=C1C=C(C=C2F)C(=O)O 1-((1-(cyanomethyl)cyclopropyl)methyl)-4-fluoro-1H-benzimidazole-6-carboxylic acid